C(C(O)C)(=O)[O-].[Mg+2].C(C(O)C)(=O)[O-] magnesium lactate salt